FC=1C=NC(=NC1)N1CC2COCC3=C(N2CC1)C=CC(=C3)[N+](=O)[O-] 3-(5-fluoropyrimidin-2-yl)-9-nitro-1,2,3,4,4a,5-hexahydro-7H-benzo[e]pyrazino[2,1-c][1,4]oxazepine